6-Bromo-8-fluoro-3-isopropyl-N,N-dimethylimidazo[1,2-a]pyridine-2-carboxamide BrC=1C=C(C=2N(C1)C(=C(N2)C(=O)N(C)C)C(C)C)F